FC=1C=CC(=C(C1)[C@H](C)O)I (S)-1-(5-fluoro-2-iodophenyl)ethan-1-ol